2-(3',5'-dimethyl-[1,1'-biphenyl]-3-yl)-4-(2',6'-diphenyl-[1,1':4',1''-terphenyl]-4-yl)-6-phenyl-1,3,5-triazine CC=1C=C(C=C(C1)C)C1=CC(=CC=C1)C1=NC(=NC(=N1)C1=CC=C(C=C1)C1=C(C=C(C=C1C1=CC=CC=C1)C1=CC=CC=C1)C1=CC=CC=C1)C1=CC=CC=C1